C(C)(C)(C)C1=C(OC2CC(C2)NC([O-])=O)C=CC(=C1)C(C)(C)C1=CC=C(C=C1)O ((1s,3s)-3-(tert-butyl 4-(2-(4-hydroxyphenyl)propan-2-yl)phenoxy)cyclobutyl)carbamate